NC(C(=NNC1=CC=C(C=C1)C1=NC=CC=N1)C#N)=S 2-amino-N'-(4-(pyrimidin-2-yl)phenyl)-2-thioxoacetohydrazonoyl cyanide